OC1=CC=C(C2=CC=CC=C12)CC1=CC=C(C2=CC=CC=C12)O bis(4-hydroxynaphth-1-yl)methane